3-(5-((4-((5-(4-chlorophenyl)thiophen-2-yl)methyl)piperazin-1-yl)methyl)-1-oxoisoindoline-2-yl)piperidine-2,6-dione ClC1=CC=C(C=C1)C1=CC=C(S1)CN1CCN(CC1)CC=1C=C2CN(C(C2=CC1)=O)C1C(NC(CC1)=O)=O